3-bromo-5-cyclopropyl-pyrazolo[1,5-a]pyridine BrC=1C=NN2C1C=C(C=C2)C2CC2